CN(C(/C=C/CC(C(C(=O)NC=1C(N(C=CC1)CC=1NC2=C(C=CC=C2C1)CC(C)C)=O)CN(C([O-])=O)C)([2H])[2H])=O)C (E)-7-(Dimethylamino)-1-((1-((7-isobutyl-1H-indol-2-yl)methyl)-2-oxo-1,2-dihydropyridin-3-yl)amino)-1,7-dioxohept-5-en-2-yl-3,3-d2-dimethylcarbamat